N-[1-cyclohexyl-2-[4-[[3-(diethylcarbamoyl)-6,7-dihydroxy-5-nitro-naphthalene-2-carbonyl]-ethyl-amino]butyl-methyl-amino]-2-oxo-ethyl]carbamic acid tert-butyl ester C(C)(C)(C)OC(NC(C(=O)N(C)CCCCN(CC)C(=O)C1=CC2=CC(=C(C(=C2C=C1C(N(CC)CC)=O)[N+](=O)[O-])O)O)C1CCCCC1)=O